8-aza-2'-deoxyguanosine triphosphate sodium salt [Na+].P([O-])(=O)(OP(=O)([O-])OP(=O)([O-])[O-])OC[C@@H]1[C@H](C[C@@H](O1)N1N=NC=2C(=O)NC(N)=NC12)O.[Na+].[Na+].[Na+]